(R)-N-(2-(1-(6-ethoxy-5-methoxypyridin-2-yl)-2-(methylsulfonyl)ethyl)-3-oxoisoindol-4-yl)acetamide C(C)OC1=C(C=CC(=N1)[C@H](CS(=O)(=O)C)N1CC2=CC=CC(=C2C1=O)NC(C)=O)OC